C(C)C1=CC2=C(C(C=3NC4=CC(=CC=C4C3C2=O)C#C)(C)C)C=C1N1CCC(CC1)N1CCCC1 9-Ethyl-3-ethynyl-6,6-dimethyl-8-(4-(pyrrolidin-1-yl)piperidin-1-yl)-5,6-dihydro-11H-benzo[b]carbazol-11-one